C(C(C)C)NCC1=CC(=C2CN(C(C2=C1)=O)C1=CC(=CC=C1)[C@@H](C1COC1)C1=NN=CN1C)C(F)(F)F (R)-6-((isobutylamino)methyl)-2-(3-((4-methyl-4H-1,2,4-triazol-3-yl)(oxetan-3-yl)methyl)phenyl)-4-(trifluoromethyl)isoindolin-1-one